3,3'-thiodibenzoic acid S(C=1C=C(C(=O)O)C=CC1)C=1C=C(C(=O)O)C=CC1